phenylmethyldodecyldimethylammonium chloride [Cl-].C1(=CC=CC=C1)C[N+](C)(C)CCCCCCCCCCCC